C(C)OC(=O)C=1C(=NC2=CC=C(C=C2C1)F)C1=CC=C(C=C1)C1(CC1)C#N (4-(1-cyanocyclopropyl)phenyl)-6-fluoroquinoline-3-carboxylic acid ethyl ester